1-(3-ethyl-4-hydroxymethyl-phenyl)-ethanone C(C)C=1C=C(C=CC1CO)C(C)=O